N1(CCOCC1)CCCCCCOC1=CC=C(C=C1)C(C)=O 1-(4-{[6-(Morpholine-4-yl)hexyl]oxy}phenyl)ethane-1-one